L-4-trifluoromethyl-phenylalanine FC(C1=CC=C(C[C@H](N)C(=O)O)C=C1)(F)F